NC=1C=2N(C=C(N1)C1=CN=C(O1)C)C(=CN2)C=2C=C(C=CC2C)C(C(F)F)(C)O 2-(3-(8-amino-6-(2-methyloxazol-5-yl)imidazo[1,2-a]pyrazin-3-yl)-4-methylphenyl)-1,1-difluoropropan-2-ol